6-amino-2-(3,5-dimethyl-4-((5-(1-methylcyclopentyl)-6-oxo-1,6-dihydropyridazin-3-yl)methyl)phenyl)-1,2,4-triazine-3,5(2H,4H)-dione NC=1C(NC(N(N1)C1=CC(=C(C(=C1)C)CC1=NNC(C(=C1)C1(CCCC1)C)=O)C)=O)=O